4-Methoxy-N-(4-((3-(pyridin-2-ylethynyl)phenyl)carbamoyl)phenyl)benzamide COC1=CC=C(C(=O)NC2=CC=C(C=C2)C(NC2=CC(=CC=C2)C#CC2=NC=CC=C2)=O)C=C1